ClC(=O)N1CCCOC12CN(C2)C(=O)OC(C)(C)C tert-butyl 9-(chlorocarbonyl)-5-oxa-2,9-diazaspiro[3.5]nonane-2-carboxylate